ClCC=1C=NC2=CC=C(C=C2C1)C1CC1 3-(chloromethyl)-6-cyclopropylquinoline